ClC1=C(C=C(C=C1)F)C1NC(C2=C3C(=CC(=C12)NC(C1=CC(=CC(=C1)F)C(F)(F)F)=O)CN(C(O3)=O)C([2H])([2H])[2H])=O N-[7-(2-chloro-5-fluorophenyl)-2,9-dioxo-3-(trideuteriomethyl)-2,3,4,7,8,9-hexahydro[1,3]oxazino[6,5-e]isoindol-6-yl]-5-fluoro-3-(trifluoromethyl)benzamide